(cis)-[4-(trifluoromethoxy)phenyl]-[4-[2-(4-methoxycyclohexyl)-3H-imidazo[4,5-b]pyridin-7-yl]-1-piperidyl]methanone FC(OC1=CC=C(C=C1)C(=O)N1CCC(CC1)C1=C2C(=NC=C1)NC(=N2)[C@@H]2CC[C@@H](CC2)OC)(F)F